BrC(C(=O)NC=1N=NC(=CC1)OC1CC2(C1)CCC2)C 2-bromo-N-(6-(spiro[3.3]heptan-2-yloxy)pyridazin-3-yl)propanamide